3-({[(3S)-1-(3-bromopyridin-4-yl)piperidin-3-yl][(2-methylpyridin-4-yl)methyl]amino}methyl)-1-methyl-1,4-dihydroquinolin-4-one BrC=1C=NC=CC1N1C[C@H](CCC1)N(CC1=CC(=NC=C1)C)CC1=CN(C2=CC=CC=C2C1=O)C